CN([C@H](CNC(C=C(C1(CC1)C(F)(F)F)C1=CC=CC=C1)=O)CC=1C=C2C=NNC2=CC1)C (S)-N-((S)-2-(dimethylamino)-3-(1H-indazol-5-yl)propyl)-3-phenyl-3-(1-(trifluoromethyl)cyclopropyl)propenamide